N-benzylbutane-1,4-diamine C(C1=CC=CC=C1)NCCCCN